(1-methyl-1,2,3,6-tetrahydropyridin-4-yl)thiophene-2-carboxamide CN1CCC(=CC1)C1=C(SC=C1)C(=O)N